di(3-methoxyphenyl)boronic acid COC=1C=C(C=CC1)OBOC1=CC(=CC=C1)OC